COCOC1=C(C=CC(=C1)C=1C=NN(C1)C1OCCCC1)C=1SC2=C(N1)SC(=C2)N(C2C[C@H]1CC[C@@H](C2)N1C(=O)OC(C)(C)C)C tert-butyl (1R,3R,5S)-3-({2-[2-(methoxymethoxy)-4-[1-(oxan-2-yl) pyrazol-4-yl]phenyl]thieno[2,3-d][1,3]thiazol-5-yl} (methyl)amino)-8-azabicyclo[3.2.1]octane-8-carboxylate